Cl.NC(C)C (+)-2-aminopropane hydrochloride